2-(6-chloroimidazo[1,2-b]pyridazin-3-yl)-5-(trifluoromethyl)thiazole ClC=1C=CC=2N(N1)C(=CN2)C=2SC(=CN2)C(F)(F)F